2,2-difluoro-N-(4-fluoro-3-(trifluoromethyl)phenyl)-6-(2-methoxy-5-(5-(methoxymethyl)-4,5-dihydroisoxazol-3-yl)benzamido)benzo[d][1,3]dioxole-5-carboxamide FC1(OC2=C(O1)C=C(C(=C2)C(=O)NC2=CC(=C(C=C2)F)C(F)(F)F)NC(C2=C(C=CC(=C2)C2=NOC(C2)COC)OC)=O)F